ClC=1C=C(C(=O)NC=2N=CSC2C(=O)NCC2=C(C=CC=C2)OC(F)(F)F)C=C(C1O)F 4-(3-chloro-5-fluoro-4-hydroxybenzamido)-N-(2-(trifluoromethoxy)benzyl)thiazole-5-carboxamide